(R)-(3-(1-amino-8-azaspiro[4.5]decan-8-yl)-6-(2,3-dichlorophenyl)-5-methylpyrazin-2-yl)methanol N[C@@H]1CCCC12CCN(CC2)C=2C(=NC(=C(N2)C)C2=C(C(=CC=C2)Cl)Cl)CO